1-(2-((2S,4R)-2-(6-bromopyridin-2-ylcarbamoyl)-4-fluoropyrrolidin-1-yl)-2-oxoethyl)-5-(4-(pyrimidin-5-yl)-1H-1,2,3-triazol-5-yl)-1H-indazole-3-carboxamide BrC1=CC=CC(=N1)NC(=O)[C@H]1N(C[C@@H](C1)F)C(CN1N=C(C2=CC(=CC=C12)C1=C(N=NN1)C=1C=NC=NC1)C(=O)N)=O